3-[3-chloro-2-(difluoromethoxy)anilino]-2-{3-[(oxolan-3-yl)methoxy]pyridin-4-yl}-1,5,6,7-tetrahydro-4H-pyrrolo[3,2-c]pyridin-4-one ClC=1C(=C(NC2=C(NC3=C2C(NCC3)=O)C3=C(C=NC=C3)OCC3COCC3)C=CC1)OC(F)F